2-AMINO-2-METHYL-3-(METHYLSULFANYL)PROPANOIC ACID NC(C(=O)O)(CSC)C